3-[(1-methylpyrazol-4-yl)methyl]-1H-quinazolin-4-one CN1N=CC(=C1)CN1CNC2=CC=CC=C2C1=O